1,1-bis[4-(3,4-dicarboxyphenoxy)phenyl]hexafluoropropane C(=O)(O)C=1C=C(OC2=CC=C(C=C2)C(C(C(F)(F)F)(F)F)(C2=CC=C(C=C2)OC2=CC(=C(C=C2)C(=O)O)C(=O)O)F)C=CC1C(=O)O